P(O)(O)O.C(C)(C)(C)C1=C(C=CC(=C1)C(C)(C)C)O.C(C)(C)(C)C1=C(C=CC(=C1)C(C)(C)C)O.C(C)(C)(C)C1=C(C=CC(=C1)C(C)(C)C)O tris(2,4-di-tertiary butyl-phenol) phosphite